FC1=C(C(=CC(=C1)F)OCCS(=O)(=O)C)N1CCN(CC1)CC1CNCCC1 3-((4-(2,4-difluoro-6-(2-(methylsulfonyl)ethoxy)phenyl)piperazin-1-yl)methyl)piperidine